C(C)(=O)NC=1C=C(C=CC1C)NC(=O)C=1C=C2C(=NN(C2=CC1)C)C=1C=NC(=CC1C)N N-(3-Acetamido-4-methylphenyl)-3-(6-amino-4-methylpyridin-3-yl)-1-methyl-1H-indazole-5-carboxamide